O=S1(CC2=C(C1)C=C(C=C2)NC=2N=CC1=C(N2)N(C(C(=C1)C#C)=O)[C@H]1[C@](CCC1)(C)O)=O 2-((2,2-dioxo-1,3-dihydrobenzo[c]thiophen-5-yl)amino)-6-ethynyl-8-((1R,2R)-2-hydroxy-2-methylcyclopentyl)pyrido[2,3-d]pyrimidin-7(8H)-one